2-(2,2-difluorocyclopropoxy)ethan-1-ol methyl-2-chloro-9-(((trifluoromethyl)sulfonyl)oxy)-6,7-dihydro-5H-benzo[7]annulene-3-carboxylate CC1=C(C(=CC2=C1C(=CCCC2)OS(=O)(=O)C(F)(F)F)C(=O)OCCOC2C(C2)(F)F)Cl